ClC1=CC(=C(CC=2OC3=C(C2CC)C=CC=C3)C=C1)C(F)(F)F 2-(4-chloro-2-(trifluoromethyl)benzyl)-3-ethylbenzofuran